C(C)(C)OC1=CC=C(C=C1)C1=CC=CC(=N1)C(=O)N/N=C/C=1SC=CC1 (E)-6-(4-isopropoxyphenyl)-N'-(thiophen-2-ylmethylene)picolinohydrazide